Cl[C@@H]1C(C(=C2C=CC=CC2=C1)C1=CC=CC2=CC=CC=C12)(P(C1=CC=CC=C1)C1=CC=CC=C1)P(C1=CC=CC=C1)C1=CC=CC=C1 chloro[(S)-(-)-2,2-Bis(diphenylphosphino)-1,1-binaphthyl]